CC1=C(C=C(C=C1)C)P(C1=C(C=CC(=C1)C)C)C1=C(C=CC(=C1)C)C tri(2,5-dimethylphenyl)-phosphine